5-(3-(((1H-indol-3-yl)methyl)sulfonyl)-5-morpholinophenyl)pyrimidin-2-amine N1C=C(C2=CC=CC=C12)CS(=O)(=O)C=1C=C(C=C(C1)N1CCOCC1)C=1C=NC(=NC1)N